C1=NC(=C2C(=N1)N(C=N2)[C@H]3[C@@H]([C@@H]([C@H](O3)COP(=O)(O)OP(=O)(O)OC[C@@H]4[C@H]([C@H](C(O4)O)O)O)O)O)N The molecule is a nucleotide-sugar having ADP as the nucleotide fragment and D-ribofuranos-5-yl as the sugar component. It has a role as an Escherichia coli metabolite and a mouse metabolite. It derives from an ADP. It is a conjugate acid of an ADP-D-ribose(2-).